3-(7-chloro-1-methyl-1H-pyrazolo[4,3-b]pyridin-5-yl)-8-oxa-3-azabicyclo[3.2.1]octane ClC1=C2C(=NC(=C1)N1CC3CCC(C1)O3)C=NN2C